tert-butoxycarbonyl-4-diphenylphosphino-2-(diphenylphosphinomethyl)pyrrolidine C(C)(C)(C)OC(=O)N1C(CC(C1)P(C1=CC=CC=C1)C1=CC=CC=C1)CP(C1=CC=CC=C1)C1=CC=CC=C1